CCCCCCOC(=O)C1=C(C(=C(C(=C1)CC)CC)N)C(=O)C2=CC=C(C=C2)O diethyl amino hydroxybenzoyl hexyl benzoate